(Z)-1-phenyl-7-(pyridine-2-yl)hept-6-ene-1-one C1(=CC=CC=C1)C(CCCC\C=C/C1=NC=CC=C1)=O